FC=1C=CC(=NC1)OC[C@@H]1N(C2CC(C1)C2)C(=O)C2=C(C=CC(=C2)C)N2N=CC=N2 (3R)-3-{[(5-Fluoropyridin-2-yl)oxy]methyl}-2-{[5-methyl-2-(2H-1,2,3-triazol-2-yl)phenyl]carbonyl}-2-azabicyclo[3.1.1]heptan